C(C)OC(C(CCCC)/N=C/C1=CC=CC=C1)=O (E)-2-(benzylideneamino)hexanoic acid ethyl ester